N-{2-[1-(2-hydroxy-1-phenylethyl)piperidin-4-yl]ethyl}-1-[4-(trifluoromethoxy)phenyl]piperidine-4-carboxamide OCC(C1=CC=CC=C1)N1CCC(CC1)CCNC(=O)C1CCN(CC1)C1=CC=C(C=C1)OC(F)(F)F